(S)-1,3-bis(4-methoxyphenyl)-3-((R)-1,4-dioxaspiro[4.5]decan-2-yl)propan-1-one COC1=CC=C(C=C1)C(C[C@H]([C@H]1OC2(OC1)CCCCC2)C2=CC=C(C=C2)OC)=O